C1(CC1)N1N=CC(=C1)C=1C=CC=2N(C(C(=C(N2)NC2=C(C=C(C=C2)S(=O)(=O)N2CCNCC2)F)C)=O)C1 7-(1-Cyclopropyl-1H-pyrazol-4-yl)-2-((2-fluoro-4-(piperazin-1-ylsulfonyl)phenyl)amino)-3-methyl-4H-pyrido[1,2-a]pyrimidin-4-one